ClC=1C=C(C=CC1C(=O)N1CCCC1)NC1CN(C1)C1CCN(CC1)C(C(C(F)(F)F)(C1=CC=CC=C1)O)=O 1-(4-(3-(3-chloro-4-(pyrrolidine-1-carbonyl)phenylamino)azetidin-1-yl)piperidin-1-yl)-3,3,3-trifluoro-2-hydroxy-2-phenylpropan-1-one